COC1=CC=2N(C=C1C(=O)NC1=CC=C(C=N1)N1C[C@@H](N(CC1)C(=O)OC(C)(C)C)C)C=C(N2)C tert-butyl (S)-4-(6-(7-methoxy-2-methylimidazo[1,2-a]pyridine-6-carboxamido)pyridin-3-yl)-2-methylpiperazine-1-carboxylate